[O-2].[Ag+].[Ag+] silver oxide